NC=1C(=CC=CC1)C Toluidin